C(C)(C)(C)OC(NCCCC1=C(C=CC(=C1)F)N1CN(C(C2=C1C=C(N=C2)C(F)(F)F)=O)C=2C(=NC(=CC2)OC)Br)=O (3-(2-(3-(2-bromo-6-methoxypyridin-3-yl)-4-oxo-7-(trifluoromethyl)-3,4-dihydropyrido[4,3-D]pyrimidin-1(2H)-yl)-5-fluorophenyl)propyl)-carbamic acid tert-butyl ester